tert-butyl 2-amino-3-hydroxybenzoate NC1=C(C(=O)OC(C)(C)C)C=CC=C1O